(R)-5-imino-3-methyl-3-(8-(prop-1-yn-1-yl)Dibenzo[b,d]thiophen-2-yl)-9-oxa-1-thia-4-azaspiro[5.5]undecane 1,1-dioxide N=C1N[C@@](CS(C12CCOCC2)(=O)=O)(C2=CC1=C(SC3=C1C=C(C=C3)C#CC)C=C2)C